4-chloro-6,8-difluoroisochromane ClC1COCC2=C(C=C(C=C12)F)F